tert-butyl 3-oxo-2-(2-phenoxyethyl)piperazine-1-carboxylate O=C1C(N(CCN1)C(=O)OC(C)(C)C)CCOC1=CC=CC=C1